FC1=C(C2=C(C(=N1)OC)N=C(S2)NC(=O)N2C[C@]1(CC2)COCCC1)N1CCOCC1 (5S)-N-[6-Fluoro-4-methoxy-7-(morpholin-4-yl)-[1,3]thiazolo[4,5-c]pyridin-2-yl]-7-oxa-2-azaspiro[4.5]decan-2-carboxamid